N-[2-(methoxymethyl)-7-[6-({[(3-methoxyphenyl)carbamoyl]methyl}carbamoyl)pyridin-2-yl]naphthalen-1-yl]prop-2-enamide COCC1=C(C2=CC(=CC=C2C=C1)C1=NC(=CC=C1)C(NCC(NC1=CC(=CC=C1)OC)=O)=O)NC(C=C)=O